FC(C=1N=COC1C(=O)N1[C@@H](C2=C(CC1)NC=N2)C=2OC1=C(N2)C=C(C=C1F)C)F (S)-(4-(difluoromethyl)oxazol-5-yl)(4-(7-fluoro-5-methylbenzo[d]oxazol-2-yl)-6,7-dihydro-1H-imidazo[4,5-c]pyridin-5(4H)-yl)methanone